C(C)(=O)NCC1=CC(=NC(=C1)NC1CCC(CC1)(F)F)C=1SC=C(N1)C(=O)OCC ethyl 2-(4-(acetamidomethyl)-6-((4,4-difluorocyclohexyl)amino)pyridin-2-yl)thiazole-4-carboxylate